(3R,4R)-1-(4-((8-((2R,3S)-3-((ethylsulfonyl)methyl)-2-methylazetidine-1-yl)-5-isopropyl-2,7-naphthyridin-3-yl)amino)-1,3,5-triazin-2-yl)-3-fluoro-3-methylpiperidine C(C)S(=O)(=O)C[C@@H]1[C@H](N(C1)C=1N=CC(=C2C=C(N=CC12)NC1=NC(=NC=N1)N1C[C@](CCC1)(C)F)C(C)C)C